NC1=C(C(N(C2=CC(=CC=C12)Br)C=1C=NC(=CC1)C(C)O)=O)C(=O)OC methyl 4-amino-1-(6-(1-hydroxyethyl)pyridin-3-yl)-2-oxo-7-bromo-1,2-dihydroquinoline-3-carboxylate